N-(2-(2,6-dioxopiperidin-3-yl)-1-oxoisoindolin-5-yl)-7-methoxyquinoline-3-carboxamide O=C1NC(CCC1N1C(C2=CC=C(C=C2C1)NC(=O)C=1C=NC2=CC(=CC=C2C1)OC)=O)=O